NCCN1N=CC(=C1)S(C=1C(=C(C(=O)O)C=CC1)F)C1=C(NC2=C(C(=CC=C12)Cl)F)C1CC1 3-(1-(1-(2-aminoethyl)-1H-pyrazol-4-yl)-(6-chloro-2-cyclopropyl-7-fluoro-1H-indol-3-yl)sulfanyl)-2-fluorobenzoic acid